9,9-dimethyl-3-(5,5,8,8-tetramethyl-5,6,7,8-tetrahydronaphthalen-1-yl)-9H-fluoren-2-amine CC1(C2=CC=CC=C2C=2C=C(C(=CC12)N)C1=CC=CC=2C(CCC(C12)(C)C)(C)C)C